N1(CCCC1)N=C=NN1CCCC1 N,N'-dipyrrolidylcarbodiimide